C(C)(C)(C)[C@@H]1CC=2C=C3C(=NC2CC1)SC(=N3)C(=O)N[C@H](CCO)C3=CC(=CC=C3)C(NC3CN(C3)C)=O (S)-7-(tert-butyl)-N-((R)-3-hydroxy-1-(3-((1-methylazetidin-3-yl)carbamoyl)phenyl)propyl)-5,6,7,8-tetrahydrothiazolo[5,4-b]quinoline-2-carboxamide